ClC1=C(C(=CC=C1)[N+](=O)[O-])N1N=NC=C1 1-(2-chloro-6-nitro-phenyl)triazole